NC1=C(C=C(C=N1)C=1N=C(N(C1)C12CC(C1)(C2)F)[C@H](C(F)(F)F)O)OC(F)(F)F (R)-1-(4-(6-amino-5-(trifluoromethoxy)pyridin-3-yl)-1-(3-fluorobicyclo[1.1.1]pentan-1-yl)-1H-imidazol-2-yl)-2,2,2-trifluoroethanol